(1R,2R,6R)-2-(benzylamino)-6-[2-(3-fluorophenoxy)phenoxy]cyclohexanol C(C1=CC=CC=C1)N[C@H]1[C@H]([C@@H](CCC1)OC1=C(C=CC=C1)OC1=CC(=CC=C1)F)O